N[C@@H](C)C1CC(C1)NC(OC(C)(C)C)=O tert-Butyl {(1R,3s)-3-[(1S)-1-aminoethyl]cyclobutyl}carbamate